O[C@@H](C)C=1N(C=CN1)CC1=NOC(=C1)C1=CC=C(C=C1)C#CC=1C=CC(=NC1)CNC1CN(C1)C(=O)N (S)-3-(((5-((4-(3-((2-(1-hydroxyethyl)-1H-imidazol-1-yl)methyl)isoxazol-5-yl)phenyl)ethynyl)pyridin-2-yl)methyl)amino)azetidine-1-carboxamide